(RS)-3-carboxyl-4-hydroxyphenylglycine C(=O)(O)C=1C=C([C@@H](N)C(=O)O)C=CC1O |r|